NC1=NNC=C1C=1C=C2CCN(C2=CC1F)C(=O)NCC1=CC(=CC(=C1)OC)F 5-(3-amino-1H-pyrazol-4-yl)-6-fluoro-N-(3-fluoro-5-methoxybenzyl)indoline-1-carboxamide